NC1=NC=2C=NC(=CC2C2=C1COC2)C(=O)N([C@H]2COC1=C2C=NC(=C1)C(F)(F)F)C 4-amino-N-methyl-N-((3R)-6-(trifluoromethyl)-2,3-dihydrofuro[3,2-c]pyridin-3-yl)-1,3-dihydrofuro[3,4-c][1,7]naphthyridine-8-carboxamide